N-ethyl-N-(2-(6-hydroxy-3,4-dihydroisoquinolin-2(1H)-yl)-5-methylphenyl)-4-(2-(pyrrolidin-1-yl)ethoxy)benzamide C(C)N(C(C1=CC=C(C=C1)OCCN1CCCC1)=O)C1=C(C=CC(=C1)C)N1CC2=CC=C(C=C2CC1)O